ClC=1C=C(C=CC1)N1N=C(C=C(C1=O)C(=O)NC[C@@H](C(C)C)O)C1=CC=C(C=C1)Cl 2-(3-chlorophenyl)-6-(4-chlorophenyl)-N-[(2R)-2-hydroxy-3-methylbutyl]-3-oxo-2,3-dihydropyridazine-4-carboxamide